oxetane-2,2-diyl-dimethanol O1C(CC1)(CO)CO